ClC1=NC(=C2C(=N1)N(N=C2)[C@H]2[C@@H]([C@@H]([C@H](O2)CO[C@](CO)(COC)P(O)(O)=O)O)O)NC2CCCC2 ((S)-2-(((2R,3S,4R,5R)-5-(6-chloro-4-(cyclopentylamino)-1H-pyrazolo[3,4-d]pyrimidin-1-yl)-3,4-dihydroxytetrahydrofuran-2-yl)methoxy)-1-hydroxy-3-methoxypropan-2-yl)phosphonic acid